rac-(trans)-3-amino-1-(2-fluorocyclopropyl)pyridin-2(1H)-one NC=1C(N(C=CC1)[C@H]1[C@@H](C1)F)=O